BrC1=NC=C(N=C1)C(C)(C)C 2-Bromo-5-tert-butyl-pyrazine